CN1C(=C(C2=CC=CC=C12)CCNC(OC(C)(C)C)=O)C tert-Butyl (2-(1,2-dimethyl-1H-indol-3-yl)ethyl)carbamate